(1R,2S,5S)-8-(benzyl(phenyl)carbamoyl)-3-(diphenylcarbamoyl)-3,8-diazabicyclo[3.2.1]octane-2-carboxylic acid C(C1=CC=CC=C1)N(C(=O)N1[C@H]2[C@H](N(C[C@@H]1CC2)C(N(C2=CC=CC=C2)C2=CC=CC=C2)=O)C(=O)O)C2=CC=CC=C2